eicosyl-magnesium bromide C(CCCCCCCCCCCCCCCCCCC)[Mg]Br